NCCC(C)(N)N (2-aminoethyl)-diaminoethane